CC=1C=NN2C1C(=NC(=C2)C=2C=NN(C2)C)C2CCN(CC2)C(C=C)=O 1-[4-[3-methyl-6-(1-methylpyrazol-4-yl)pyrazolo[1,5-a]pyrazin-4-yl]-1-piperidinyl]prop-2-en-1-one